di(o-nitrophenyl) carbonate C(OC1=C(C=CC=C1)[N+](=O)[O-])(OC1=C(C=CC=C1)[N+](=O)[O-])=O